tert-butyl (1-(5-bromo-6-chloro-4-cyanopyrid-2-yl)piperid-4-yl)carbamate BrC=1C(=CC(=NC1Cl)N1CCC(CC1)NC(OC(C)(C)C)=O)C#N